OCCCCCCC1=C2C(NC(C2=CC=C1)=O)=O (6-hydroxyhexyl)isoindole-1,3-dione